N1C(=CC=2C=NC=CC21)CN 1H-pyrrolo[3,2-c]pyridin-2-ylmethanamine